2-((2S,4S)-4-(4-(3-(ethyl(methyl)amino)azetidin-1-yl)-6-fluoro-7-(5-fluoroquinolin-8-yl)-1H-[1,2,3]triazolo[4,5-c][1,6]naphthyridin-1-yl)piperidin-2-yl)acetonitrile C(C)N(C1CN(C1)C1=NC=2C(=C(N=CC2C2=C1N=NN2[C@@H]2C[C@H](NCC2)CC#N)C=2C=CC(=C1C=CC=NC21)F)F)C